C(C=C)N([S@@](=O)C(C)(C)C)[C@@H](CC1=CC=C(C=C1)Cl)CC=C (S)-N-allyl-N-((R)-1-(4-chlorophenyl)pent-4-en-2-yl)-2-methylpropane-2-sulfinamide